2-((4-ethyl-6-(trifluoromethyl)pyridin-3-yl)sulfonyl)-6-(2-oxaspiro[3.3]heptan-6-yl)-2,6-diazaspiro[3.3]heptane C(C)C1=C(C=NC(=C1)C(F)(F)F)S(=O)(=O)N1CC2(C1)CN(C2)C2CC1(COC1)C2